3-(4-amino-2-fluorophenyl)-5-(3,4-dimethoxyphenyl)pyridin-2-amine NC1=CC(=C(C=C1)C=1C(=NC=C(C1)C1=CC(=C(C=C1)OC)OC)N)F